C(C)N1N(C2=CC(=CC=C2C1=O)NC1=NC=C(C(=C1)N[C@H](CO)C1=CC=CC=C1)C=1OC=NN1)C(C)C (S)-2-ethyl-6-((4-((2-hydroxy-1-phenylethyl)amino)-5-(1,3,4-oxadiazol-2-yl)pyridin-2-yl)amino)-1-isopropyl-1,2-dihydro-3H-indazol-3-one